C1(=CC=CC=C1)S(=O)(=O)OC1=C(C=CC(=C1)CCC)NC(=O)NC1=C(C=C(C=C1)CCC)OS(=O)(=O)C1=CC=CC=C1 N,N'-di-[2-(benzenesulfonyloxy)-4-propyl-phenyl]urea